BrC1=C(C=CC(=C1)C#N)C=1N(C=C(N1)C(F)(F)F)CC(=O)N 2-(2-(2-bromo-4-cyanophenyl)-4-(trifluoromethyl)-1H-imidazol-1-yl)acetamide